C(C)SC=1C(=NN(C1NC)C)C=1N=C2N(C=NC(=C2)C(F)(F)F)C1 4-(ethylthio)-N,1-dimethyl-3-(7-(trifluoromethyl)imidazo[1,2-c]pyrimidin-2-yl)-1H-pyrazol-5-amine